3,3-dimethylcyclobutane-1-ol CC1(CC(C1)O)C